CC1(OC(C1)CC=C)CC=C 2-methyl-2-allyl-4-allyloxetane